2-bromo-4-chloronicotinaldehyde BrC1=C(C=O)C(=CC=N1)Cl